FC(C(=O)O)(F)F.FC(C(=O)O)(F)F.NCCCN(C(CC1=CC=CC=C1)=O)CCCN N,N-bis((3-amino)propyl)phenyl-ethanamide bis(trifluoroacetate)